C1=CC=CC2=CC3=CC=CC=C3C(=C12)C=1C=C(C=CC1)C1=NC(=NC(=N1)C1=CC=CC=C1)C1=CC=CC=C1 2-(3-(Anthracen-9-yl)phenyl)-4,6-diphenyl-1,3,5-triazine